N1N=CC(=C1)C1(C(C=CC=C1)F)N1N=NN(C=C1)C1(C(C=CC=C1)F)C=1C=NNC1 1,4-Bis[1-(4-pyrazolyl)-2-fluorophenyl]tetrazine